9,9-bis(methoxymethyl)-1,2,3,4-tetrahydrofluorene COCC1(C2=CC=CC=C2C=2CCCCC12)COC